ClC=1C=C(C(=NC1)C)N[C@H](CC)C1=CC=C(S1)C(=O)N[C@H](C(=O)NC12CC(C1)(C2)C#N)CC2CCCC2 (2S)-2-({5-[(1R)-1-[(5-chloro-2-methylpyridin-3-yl)amino]propyl]thiophen-2-yl}formamido)-N-{3-cyanobicyclo[1.1.1]pentan-1-yl}-3-cyclopentylpropanamide